C(C=C)P(O)(=O)CCCCCCCCCCCCCCCCCC allyl-octadecyl-phosphinic acid